N[C@@H](CCC(=O)O)C(=O)O.C(CCCCCCCCCCCCC)O tetradecanol-glutamic acid